1-(3-chloro-5'-fluoro-2'-hydroxy-3'-(2-(3-hydroxy-3-(hydroxymethyl)pyrrolidin-1-yl)pyridin-4-yl)-[1,1'-biphenyl]-4-yl)-3-methyl-1H-imidazol-2(3H)-one ClC=1C=C(C=CC1N1C(N(C=C1)C)=O)C1=C(C(=CC(=C1)F)C1=CC(=NC=C1)N1CC(CC1)(CO)O)O